CC=1NN=C2C(=CC=CC12)C(=O)NC1CCC(CC1)NC1=CC=CC=2N1C=C(N2)C(F)F 3-methyl-N-[(1s,4s)-4-{[2-(difluoromethyl)imidazo[1,2-a]pyridin-5-yl]amino}cyclohexyl]-2H-indazole-7-carboxamide